1-isopropyl-[1]benzothiopyrano[3,4-d]imidazol-4(1H)-one C(C)(C)N1C=NC2=C1C1=C(SC2=O)C=CC=C1